tert-butyl (3R,4R)-3-((8-chloropyrido[2,3-d]pyridazin-5-yl)amino)-4-fluoropyrrolidine-1-carboxylate ClC=1N=NC(=C2C1N=CC=C2)N[C@@H]2CN(C[C@H]2F)C(=O)OC(C)(C)C